5-Ethynyl-2-(N,N-dimethylcarbamoyl)pyridin-3-yl 3-[4-(4-chlorothiazol-2-yl)-1H-1,2,3-triazol-1-yl]-3-deoxy-2-O-methyl-1-thio-α-D-galactopyranoside ClC=1N=C(SC1)C=1N=NN(C1)[C@@H]1[C@H]([C@@H](SC=2C(=NC=C(C2)C#C)C(N(C)C)=O)O[C@@H]([C@@H]1O)CO)OC